C(C)(C)(C)OC(NCC12CN(C(CC1)CC2)C2=NC=CC(=N2)NC2=NNC(=C2)C2CC2)=O N-[[2-[4-[(5-cyclopropyl-1H-pyrazol-3-yl)amino]pyrimidin-2-yl]-2-azabicyclo[2.2.2]oct-4-yl]methyl]carbamic acid tert-butyl ester